FC=1C(=CC(=C(N)C1)C(F)(F)F)OC(F)(F)F 5-fluoro-4-(trifluoromethoxy)-2-(trifluoromethyl)aniline